1-isopropyl-4-(6-nitro-3-pyridinyl)piperazine C(C)(C)N1CCN(CC1)C=1C=NC(=CC1)[N+](=O)[O-]